ClC1=C(C=CC(=C1)C(=O)N1[C@H]([C@@H](N(CC1)C1=NC(=CC=C1)Cl)C)C)[S@](=O)CC(=O)OCC |&1:24| (±)-Ethyl 2-((2-chloro-4-(4-(6-chloropyridin-2-yl)-trans-2,3-dimethylpiperazine-1-carbonyl) phenyl)sulfinyl)acetate